tert-Butyl (R)-4-((3-((1-(3-bromophenyl)ethyl)carbamoyl)-4-methylphenyl)amino)piperidine-1-carboxylate BrC=1C=C(C=CC1)[C@@H](C)NC(=O)C=1C=C(C=CC1C)NC1CCN(CC1)C(=O)OC(C)(C)C